tert-butyl (R)-((3-(2-(4,4-difluoroazepan-1-yl)-5-(3-(dimethylamino)prop-1-yn-1-yl)-4-methylnicotinamido)phenyl)(methyl)(oxo)-λ6-sulfaneylidene)carbamate FC1(CCN(CCC1)C1=C(C(=O)NC=2C=C(C=CC2)[S@](=O)(C)=NC(OC(C)(C)C)=O)C(=C(C=N1)C#CCN(C)C)C)F